5-Bromo-6-(3-bromo-1-(3-chloropyridin-2-yl)-1H-pyrazol-5-carboxamido)-N-isopropylpyrazolo[1,5-a]pyridin-7-carboxamid BrC1=CC=2N(C(=C1NC(=O)C1=CC(=NN1C1=NC=CC=C1Cl)Br)C(=O)NC(C)C)N=CC2